S1C=CC2=C1C1(NC2=O)CCCC1 spiro[cyclopentane-1,6'-thieno[2,3-c]pyrrole]-4'(5'h)-one